1-(2-chlorobenzyl)guanidine hydrochloride Cl.ClC1=C(CNC(=N)N)C=CC=C1